NC=1N=C(C=C2C=C(N=CC12)NC(=O)C1C(C1)F)C=1C=NC(=CC1C)C(C)(C)O N-[8-amino-6-[6-(1-hydroxy-1-methyl-ethyl)-4-methyl-3-pyridinyl]-2,7-naphthyridin-3-yl]-2-fluoro-cyclopropanecarboxamide